(S)-(-)-2-(diphenylphosphino)-2-methoxy-1,1-binaphthyl C1(=CC=CC=C1)P([C@@]1(C(=C2C=CC=CC2=CC1)C1=CC=CC2=CC=CC=C12)OC)C1=CC=CC=C1